methyl 6-bromo-4-chloro-pyridine-3-carboxylate BrC1=CC(=C(C=N1)C(=O)OC)Cl